BrC=1C=C2C(=CNC2=CC1)C(C(=O)O)=O 2-(5-bromo-1H-indol-3-yl)-2-oxoacetic acid